FC1(CCN(CCC1)C1=NC(=NC(=C1C(=O)NC=1C=C(C=CC1)[S@](=O)(C)=NC(OC(C)(C)C)=O)C)N1CCNCC1)F tert-butyl (R)-((3-(4-(4,4-difluoroazepan-1-yl)-6-methyl-2-(piperazin-1-yl)pyrimidine-5-carboxamido)phenyl)(methyl)(oxo)-λ6-sulfaneylidene)carbamate